C(#N)[C@@H]1N(CCC1)C(CN1C2CN(CC1CC2)C2=C1C(=NC(=C2)NC(=O)C2CC2)NC=C1)=O N-(4-(8-(2-((R)-2-cyanopyrrolidin-1-yl)-2-oxoethyl)-3,8-diazabicyclo[3.2.1]oct-3-yl)-1H-pyrrolo[2,3-b]pyridin-6-yl)cyclopropylcarboxamide